C1CCC2=C(C=CC=C12)N1CCN(CC1)C(CN1N=C(C2=C1CCC2)C(=O)N2C[C@H](O[C@H](C2)C)C)=O 1-[4-(2,3-Dihydro-1H-inden-4-yl)piperazin-1-yl]-2-{3-[(2R,6S)-2,6-dimethylmorpholin-4-carbonyl]-5,6-dihydrocyclopenta[c]pyrazol-1(4H)-yl}ethan-1-on